FC=1C=C(C=CC1F)NC(=S)N1CC2(C1)CN(C2)C2COC2 N-(3,4-difluorophenyl)-6-(oxetan-3-yl)-2,6-diazaspiro[3.3]heptan-2-carbothioamide